C1(CC1)C1=C(C(=CC=C1)C)I cyclopropyl-2-iodo-3-methylbenzene